CN1N=CC(=C1)C(=O)N1CC=2NC(=NC2C1)C1=NC=CC(=C1)C1=C(N=C2N1CCC2)C2=NC(=CC=C2)C (1-Methyl-1H-pyrazol-4-yl)(2-(4-(2-(6-methylpyridin-2-yl)-6,7-dihydro-5H-pyrrolo[1,2-a]imidazol-3-yl)pyridin-2-yl)-4,6-dihydropyrrolo[3,4-d]imidazol-5(1H)-yl)ketone